(3R,6S)-6-methyl-1-(6-(N-(6-(o-tolyl)-5-(trifluoromethyl)pyridin-2-yl)sulfamoyl)pyridin-2-yl)piperidine-3-carboxylic acid C[C@H]1CC[C@H](CN1C1=NC(=CC=C1)S(NC1=NC(=C(C=C1)C(F)(F)F)C1=C(C=CC=C1)C)(=O)=O)C(=O)O